ClCC[Si](OC)(OC)OC 2-Chloroethyl-trimethoxysilane